2-(benzo[d]oxazol-5-ylmethyl)-3-((4-chloro-1-methyl-1H-pyrazol-5-yl)methyl)isoindolin-1-one O1C=NC2=C1C=CC(=C2)CN2C(C1=CC=CC=C1C2CC2=C(C=NN2C)Cl)=O